tert-butyl 3-bromo-4-(chloromethyl)-5-methoxy-7-methyl-1H-indole-1-carboxylate BrC1=CN(C2=C(C=C(C(=C12)CCl)OC)C)C(=O)OC(C)(C)C